ClC1=CC(=C(C=C1)[C@@H]1COC2=C(O1)C=CC=C2C2CCN(CC2)CC2=NC1=C(N2C[C@H]2OCC2)C=C(C=C1)C(=O)O)F 2-((4-((R)-2-(4-chloro-2-fluorophenyl)-2,3-dihydrobenzo[b][1,4]dioxin-5-yl)piperidin-1-yl)methyl)-1-((S)-oxetan-2-ylmethyl)-1H-benzo[d]imidazole-6-carboxylic acid